1,2,3-tribromo-5-methylbenzene BrC1=C(C(=CC(=C1)C)Br)Br